C(C)(C)(C)OC(=O)N1CCC(CC1)COS(=O)(=O)C1=CC=C(C)C=C1 4-(tosyloxymethyl)piperidine-1-carboxylic acid tert-butyl ester